6-bromo-3-(2-hydroxy-2-methyl-propyl)quinazoline-4-On BrC=1C=C2C(N(C=NC2=CC1)CC(C)(C)O)=O